COC1=C(OC2=NC=C(C=C2C(=O)NC2=CC(=CC=C2)S(=O)(=O)C)C(F)(F)F)C=CC(=C1)OC 2-(2,4-dimethoxyphenoxy)-N-(3-methylsulfonylphenyl)-5-(trifluoromethyl)pyridine-3-carboxamide